C(#C)C1=CC(=C(CO)C=C1)OC 4-ethynyl-2-methoxy-benzylalcohol